OCC[N+](C(CCOCCCCCCCCCCCC)O)(CCO)[O-] bis(2-hydroxyethyl)-3-dodecyloxy-1-hydroxypropyl-amine oxide